FC1=C(C(=CC(=C1)C#CC=1C=NC=CC1)F)C1=NC=2N(C1C=1N=CN(C1)C)C1(C(N2)=O)CC1 [2,6-difluoro-4-[2-(3-pyridinyl)ethynyl]phenyl]-3'-(1-methylimidazol-4-yl)spiro[cyclopropane-1,5'-imidazo[1,2-a]imidazol]-6'-one